methyl 4-((1-(tert-butoxycarbonyl)pyrrolidin-3-yl)ethynyl)-5-fluoronicotinate C(C)(C)(C)OC(=O)N1CC(CC1)C#CC1=C(C=NC=C1C(=O)OC)F